FC(C(C(C(C(C(C(C(C(C(F)(F)F)(F)F)(F)F)(F)F)(F)F)(F)F)(F)F)(F)F)(F)F)(S(=O)(=O)[O-])F perfluorodecanesulfonate